[2-(3-chloro-2-pyridinyl)-5-(difluoromethoxy)pyrazol-3-yl]-5-methyl-1H-pyrazolo[3,4-f][3,1]benzoxazin-9-one ClC=1C(=NC=CC1)N1N=C(C=C1N1N=CC=2C=C(C3=C(C(OC=N3)=O)C21)C)OC(F)F